FC(COC=1C=C2CCCC(C2=CC1)CNC=1C=NC=CC1C(=O)O)(F)F 3-({[6-(2,2,2-trifluoroethoxy)-1,2,3,4-tetrahydronaphthalen-1-yl]methyl}amino)pyridine-4-carboxylic acid